F[C@H]1[C@@H]2CCC[C@H](C[C@H]1N(C)C=1N=NC(=CN1)C1=C(C=C(C=C1)C=1C=NN(C1)C)OCOC)N2C(=O)OC(C)(C)C tert-butyl (1S,2R,3R,5R)-2-fluoro-3-((6-(2-(methoxymethoxy)-4-(1-methyl-1H-pyrazol-4-yl) phenyl)-1,2,4-triazin-3-yl) (methyl) amino)-9-azabicyclo[3.3.1]nonane-9-carboxylate